2-((1-tert-butyl-1H-pyrazol-4-yl)amino)-4-((2-ethylbenzyl)amino)pyrimidin C(C)(C)(C)N1N=CC(=C1)NC1=NC=CC(=N1)NCC1=C(C=CC=C1)CC